(6-Chloropyridin-3-yl)boric acid ClC1=CC=C(C=N1)OB(O)O